C(#N)C1=CC=C(C=C1)NC1=NC=C(C(=O)OC)C=C1[N+](=O)[O-] methyl 6-((4-cyanophenyl)amino)-5-nitronicotinate